COCC(=O)N1CCN(CC1)C1=CC=C(C=C1)C=1C=2N(C=C(C1)C=1C=NN(C1)C)N=CC2C#N 4-(4-(4-(2-methoxyacetyl)piperazin-1-yl)phenyl)-6-(1-methyl-1H-pyrazol-4-yl)pyrazolo[1,5-a]pyridine-3-carbonitrile